(R)-N-((S)-1-(4-cyanophenyl)ethyl)morpholine-3-carboxamide hydrochloride Cl.C(#N)C1=CC=C(C=C1)[C@H](C)NC(=O)[C@@H]1NCCOC1